ClC1=C(OC2CN(C2)[C@@H]2[C@H](CCC2)OC=2C=C3CN(C(C3=CC2)=O)C2C(NC(CC2)=O)=O)C=CC=C1 3-(5-(((1S,2S)-2-(3-(2-chlorophenoxy)azetidin-1-yl)cyclopentyl)oxy)-1-oxoisoindolin-2-yl)piperidine-2,6-dione